O\C=C/1\[C@H](C2C3CCC=4C=CC=CC4C3CC[C@@]2(C1=O)C)CCC(=O)N1CC2=CC=CC=C2C1 (13S,15S,Z)-16-(hydroxymethylene)-15-(3-(isoindolin-2-yl)-3-oxopropyl)-13-methyl-6,7,8,9,11,12,13,14,15,16-decahydro-17H-cyclopenta[a]phenanthren-17-one